[Li+].C=CC1=CC=C(C=C1)S(=O)(=O)[O-] 4-styrenesulfonic acid, lithium salt